methyl ((3-fluoro-4-methyl-2-(((3R*,5R*)-5-(2-oxoethyl)tetrahydrofuran-3-yl)oxy)phenyl)sulfonyl)-L-prolinate FC=1C(=C(C=CC1C)S(=O)(=O)N1[C@@H](CCC1)C(=O)OC)O[C@H]1CO[C@H](C1)CC=O |o1:21,24|